2-((3R)-4-(3-fluoro-3-(3-(trifluoromethyl)phenyl)pyrrolidin-1-yl)-3-hydroxybutyl)isoindoline-1,3-dione FC1(CN(CC1)C[C@@H](CCN1C(C2=CC=CC=C2C1=O)=O)O)C1=CC(=CC=C1)C(F)(F)F